2-chloro-3-methoxy-benzaldehyde ClC1=C(C=O)C=CC=C1OC